4-{[(1S)-2-hydroxy-1-phenylethyl]amino}-N-methyl-2-{[3-methyl-4-(methylsulfonyl)phenyl]amino}pyrimidine-5-carboxamide OC[C@H](C1=CC=CC=C1)NC1=NC(=NC=C1C(=O)NC)NC1=CC(=C(C=C1)S(=O)(=O)C)C